BrC=1C=C2C(C(NC2=CC1)=O)=NN=C1SCC(N1C1=C(C=CC=C1)F)=O 5-bromo-3-(2-(3-(2-fluorophenyl)-4-oxothiazolidine-2-ylidene)hydrazono)-1H-indol-2-one